Cl.C12CC(CC(CC1)N2)OC=2C=C1C(=NC=NC1=CC2OC)NC2=CC(=C(C=C2)OC2=CC=1N(C=C2)N=CN1)C 6-((Exo-8-azabicyclo[3.2.1]oct-3-yl)oxy)-N-(4-([1,2,4]triazolo[1,5-a]pyridine-7-yloxy)-3-methylphenyl)-7-methoxyquinazolin-4-amine hydrochloride